5-(4-(2-chloro-4-methoxyphenyl)-1H-pyrazol-1-yl)-1-propylpyridin-2(1H)-one ClC1=C(C=CC(=C1)OC)C=1C=NN(C1)C=1C=CC(N(C1)CCC)=O